[C@@H]1([C@H](O)[C@H](O)[C@@H](CO)S1)C1=CNC(=O)NC1=O 4'-thio-pseudouridine